9,10-diallylanthracene C(C=C)C=1C2=CC=CC=C2C(=C2C=CC=CC12)CC=C